C(#N)C[C@H]1[C@@H](C1)C(=O)NC1=CC=C2C(=N1)N(C=C2C2=C(C=CC=C2)OC)COCC[Si](C)(C)C trans-2-(cyanomethyl)-N-(3-(2-methoxyphenyl)-1-((2-(trimethylsilyl)ethoxy)methyl)-1H-pyrrolo[2,3-b]pyridin-6-yl)cyclopropane-1-carboxamide